C(C)C=1C(NC=2C=C(C=NC2C1)CN1CCN([C@H]2C[C@@H]12)C=1C=CC(=NC1)C(=O)NC)=C=O 5-((1S,6R)-5-((7-ethyl-6-carbonyl-5,6-dihydro-1,5-naphthyridin-3-yl)methyl)-2,5-diazabicyclo[4.1.0]heptan-2-yl)-N-methylpicolinamide